NC1=C(C=C(C(=C1)F)Br)N[C@H]1CN(CC1)C(=O)OC(C)(C)C tert-butyl (R)-3-((2-amino-5-bromo-4-fluorophenyl)amino)pyrrolidine-1-carboxylate